COC([C@@H](NC(\C=C\C=1C(=NN(C1)C1=CC(=CC=C1)Cl)C1=CC=C(C=C1)N)=O)CC1=CNC2=CC=CC=C12)=O (E)-(3-(3-(4-aminophenyl)-1-(3-chlorophenyl)-1H-pyrazol-4-yl)acryloyl)-L-tryptophan methyl ester